C(C)(C)(C)OC(=O)N1C(CNCC1)C=1C=NN2C1C=CC(=C2)C=2C=NN(C2)C(C)C (6-(1-isopropyl-1H-pyrazol-4-yl)pyrazolo[1,5-a]pyridin-3-yl)piperazine-1-carboxylic acid tert-butyl ester